2-chloro-N-(5-methoxy-2-(3,3,3-trifluoropropoxy)phenyl)acetamide ClCC(=O)NC1=C(C=CC(=C1)OC)OCCC(F)(F)F